N-(1-(2,6-dimethoxyphenyl)-2-(6-ethoxypyridin-2-yl)-1H-imidazo[4,5-b]pyrazin-6-yl)-1-(piperidin-4-yl)methanesulfonamide COC1=C(C(=CC=C1)OC)N1C(=NC=2C1=NC(=CN2)NS(=O)(=O)CC2CCNCC2)C2=NC(=CC=C2)OCC